S(=O)(=O)(ON1[C@@H]2CC[C@H](N(C1=O)C2)C(NS(NC)(=O)=O)=N)O (2S,5R)-2-(N-(N-Methylsulfamoyl) carbamimidoyl)-7-oxo-1,6-diazabicyclo[3.2.1]octan-6-yl hydrogen sulfate